COC1[C@@H]([C@H](C([C@@H]([C@H]1O)O)O)O)O (1R,2S,4S,5R)-6-methoxycyclohexane-1,2,3,4,5-pentol